C(C)N1C(NC(C2=CC=C(C=C12)C(=O)OC)=O)=O methyl ethyl-2,4-dioxo-1,2,3,4-tetrahydroquinazoline-7-carboxylate